(R)-(6-((3,4-dichlorophenyl)sulfonyl)1-(4-fluorophenyl)-4,4a,5,6,7,8-hexahydro-1H-pyrazolo[3,4-g]isoquinolin-4a-yl)(thiazol-4-yl)methanone ClC=1C=C(C=CC1Cl)S(=O)(=O)N1C[C@]2(CC3=C(C=C2CC1)N(N=C3)C3=CC=C(C=C3)F)C(=O)C=3N=CSC3